N-[(1R)-1-[[(4S)-4-(4-chlorophenyl)-4-hydroxy-3,3-dimethyl-1-piperidinyl]carbonyl]-2-methylpropyl]pyrazolo[1,5-a]pyridine-3-carboxamide ClC1=CC=C(C=C1)[C@@]1(C(CN(CC1)C(=O)[C@@H](C(C)C)NC(=O)C=1C=NN2C1C=CC=C2)(C)C)O